1-(2-(4-fluorophenyl)-1H-benzo[d]imidazol-5-yl)-3-(5-methoxy-2,2-dimethyl-2H-chromen-6-yl)urea FC1=CC=C(C=C1)C1=NC2=C(N1)C=CC(=C2)NC(=O)NC=2C(=C1C=CC(OC1=CC2)(C)C)OC